CN1CC[C@@]2(CCCC[C@H]12)C=1C=C2C(=CN1)N(N=C2C)C 5-[(3aR,7aS)-1-methyl-3,4,5,6,7,7a-hexahydro-2H-indol-3a-yl]-1,3-dimethyl-pyrazolo[3,4-c]pyridine